N1(CCNCC1)C(C(=O)C1=CC=CC=C1)N1CCNCC1 2,2-dipiperazinoacetophenone